4-bromo-1-(cyclopropylmethyl)-1H-indole BrC1=C2C=CN(C2=CC=C1)CC1CC1